N-[4-(aminomethyl)-1-bicyclo[2.2.2]octyl]-8-chloro-1,7-naphthyridin NCC12CCC(CC1)(CC2)N2CC=CC1=CC=NC(=C21)Cl